(S)-3-[6-methyl-4-(trifluoromethyl)pyridin-2-yl]-2-oxooxazolidine-4-carboxylic acid ethyl ester C(C)OC(=O)[C@H]1N(C(OC1)=O)C1=NC(=CC(=C1)C(F)(F)F)C